2-({2-[(α-D-mannopyranosyl-(1→3)-[α-D-mannopyranosyl-(1→6)]-α-D-mannopyranosyl)oxy]ethyl}amino)-2-oxoethoxy-acetic acid [C@H]1([C@@H](O)[C@@H](O)[C@H](O)[C@H](O1)CO)O[C@@H]1[C@@H]([C@H](O[C@@H]([C@H]1O)CO[C@@H]1[C@@H](O)[C@@H](O)[C@H](O)[C@H](O1)CO)OCCNC(COCC(=O)O)=O)O